N,N-diethyl-3-methoxy-5-methyl-2-[(1-methyl-1-phenyl-ethyl)sulfamoyl]benzamide Ethylendiamintetraacetat C(CN(CC(=O)O)CC(=O)O)N(CC(=O)O)CC(=O)O.C(C)N(C(C1=C(C(=CC(=C1)C)OC)S(NC(C)(C1=CC=CC=C1)C)(=O)=O)=O)CC